BrCC(=O)[C@H]1CN(C[C@H]1CC)C(=O)[O-] (3R,4S)-3-(2-bromoacetyl)-4-ethylpyrrolidine-1-carboxylate